NC=1C=C2C(=NC=NC2=CC1C#CC(C)(C)N(C(OC(C)(C)C)=O)C)NC1=CC(=C(C=C1)OCC1=NC=CC=C1)Cl tert-butyl (4-(6-amino-4-((3-chloro-4-(pyridin-2-ylmethoxy)phenyl)-amino)quinazolin-7-yl)-2-methylbut-3-yn-2-yl)(methyl)carbamate